ClC=1C(=C(C(=CC1)N1N=NN=C1)C1=CC(N2[C@H](C[C@@H](C2=C1)C)C=1NC(=CN1)C1=C(C(=NC=C1)C#N)C)=O)F |o1:16,18| 4-(2-((1S*,3R*)-7-(3-Chloro-2-fluoro-6-(1H-tetrazol-1-yl)phenyl)-1-methyl-5-oxo-1,2,3,5-tetrahydroindolizin-3-yl)-1H-imidazol-5-yl)-3-methylpicolinonitrile